((R)-4-(2-(aminomethyl)oxazolo[4,5-c]pyridin-7-yl)morpholin-2-yl)((S)-6,8-dichloro-1-methyl-3,4-dihydroisoquinolin-2(1H)-yl)methanone NCC=1OC2=C(C=NC=C2N2C[C@@H](OCC2)C(=O)N2[C@H](C3=C(C=C(C=C3CC2)Cl)Cl)C)N1